tert-Butyl Dithiobenzoate C(C1=CC=CC=C1)(=S)SC(C)(C)C